TERT-BUTYL 2-(FORMYLMETHYL)PHENYLCARBAMATE C(=O)CC1=C(C=CC=C1)NC(OC(C)(C)C)=O